C1(CCC1)OC=1C=C(C=CC1)B1OC(C(O1)(C)C)(C)C 2-(3-cyclobutoxyphenyl)-4,4,5,5-tetramethyl-1,3,2-dioxaborolane